C(C)(C)(C)OC(N[C@H]1CSC2=C(NC1=O)C=C(C=C2)C=2OC(=NN2)C2(CCC2)C#N)=O N-[(3R)-7-[5-(1-cyanocyclobutyl)-1,3,4-oxadiazol-2-yl]-4-oxo-3,5-dihydro-2H-1,5-benzothiazepine-3-Yl]carbamic acid tert-butyl ester